(methyl-d3)(4-(naphthalen-1-ylmethoxy)butyl)selenane C([2H])([2H])([2H])C1([Se]CCCC1)CCCCOCC1=CC=CC2=CC=CC=C12